5-Phenyl-isoxazole-3-carboxylic acid (2-{4-[(2-bromo-phenyl)-methyl-amino]-piperidin-1-yl}-2-oxoethyl)-amide BrC1=C(C=CC=C1)N(C1CCN(CC1)C(CNC(=O)C1=NOC(=C1)C1=CC=CC=C1)=O)C